NC1=NC=C(C2=C1C(=C(S2)C2=C(C=C(C=C2)NC(C(=C)C)=O)C(F)(F)F)C2=CC(=C(C=C2)OC2=NC=CC(=N2)C)F)C=2C=NN(C2)C N-(4-(4-amino-3-(3-fluoro-4-((4-methylpyrimidin-2-yl)oxy)phenyl)-7-(1-methyl-1H-pyrazol-4-yl)thieno[3,2-c]pyridin-2-yl)-3-(trifluoromethyl)phenyl)methacrylamide